(S)-4-(2-chloro-4-(3-cyclohexylmorpholino)quinazolin-6-yl)-6-methyl-1-tosyl-1,6-dihydro-7H-pyrrolo[2,3-c]pyridin-7-one ClC1=NC2=CC=C(C=C2C(=N1)N1[C@H](COCC1)C1CCCCC1)C=1C2=C(C(N(C1)C)=O)N(C=C2)S(=O)(=O)C2=CC=C(C)C=C2